CC(C(=O)OCCNC(=O)OCCOC1=C(C=C2C3(CC(OC2=C1)=O)CC(OC1=CC(=C(C=C13)CC)OCCOC(NCCOC(C(=C)C)=O)=O)=O)CC)=C 2-[2-[[6,6'-diethyl-7'-[2-[2-(2-methylprop-2-enoyloxy)ethylcarbamoyloxy]ethoxy]-2,2'-dioxo-4,4'-spirobi[chromane]-7-yl]oxy]ethoxycarbonylamino]ethyl 2-methylprop-2-enoate